methyl 2-[2-(2,5-dimethylphenoxymethyl) phenyl]-3-methoxypropenoate CC1=C(OCC2=C(C=CC=C2)C(C(=O)OC)=COC)C=C(C=C1)C